BrC1=CC=2N(C(N(C(C2S1)=O)C=1C=NC=C(C1)C(F)F)=O)CCC#N 3-(6-bromo-3-(5-(difluoromethyl)pyridin-3-yl)-2,4-dioxo-3,4-dihydrothieno[3,2-d]pyrimidin-1(2H)-yl)propanenitrile